C(CCC)SC1=CC2=C(N=C(N=C2C2=CC=CC=C2)C2=CC=CC=C2)S1 6-(butylthio)-2,4-diphenylthieno[2,3-d]pyrimidine